C(CC)C=1C=C(C=CC1C1(CC(=C(C2=CC=CC=C12)N)\N=N\[H])S(=O)(=O)O)C1=CC(=C(C=C1)C1(CC(=C(C2=CC=CC=C12)N)\N=N\[H])S(=O)(=O)O)CCC 1,1'-(3,3'-dipropyl[1,1'-biphenyl]-4,4'-diyl)bis{4-amino-3-[(E)-diazenyl]naphthalene-1-sulfonic acid}